ClC1=NC=C2N3C(N(C2=N1)C1CCOCC1)=NN=C3 7-chloro-9-(tetrahydro-2H-pyran-4-yl)-9H-[1,2,4]triazolo[3,4-f]purine